2-(2,2'-difluoro-[1,1'-biphenyl]-4-yl)-6-fluoroquinoline-4-carboxylic acid FC1=C(C=CC(=C1)C1=NC2=CC=C(C=C2C(=C1)C(=O)O)F)C1=C(C=CC=C1)F